C(=C)C=1C=CC=2C(=CC3=C4C=C(C=CC4=C(C=C3C2C1)C=C)C=C)C=C 3,6,9,12-tetravinylchrysene